vinyl octadecanate C(CCCCCCCCCCCCCCCCC)(=O)OC=C